tert-butyl allyl(2-(hydroxyimino)ethyl)carbamate C(C=C)N(C(OC(C)(C)C)=O)CC=NO